9H-thioxanthene-9-one C1=CC=CC=2SC3=CC=CC=C3C(C12)=O